COC(=O)C=1C(N(N=C(C1)C(C)C)C1=NC=C(C=C1)Cl)=O 2-(5-Chloropyridin-2-yl)-6-isopropyl-3-oxo-2,3-dihydropyridazine-4-carboxylic acid methyl ester